N(=NC(C)(C)N1C=NCC1)C(C)(C)N1C=NCC1 2'-[azobis(dimethylmethylene)]bis(2-imidazoline)